Cl.ClCC1=C2C=CC(=NC2=C(C=C1)O)C 5-chloromethyl-2-methyl-8-quinolinol hydrochloride